NC1CCC(CC1)NC1=NC2=CC=C(C=C2C=N1)C=1C(=C(C=CC1F)NS(=O)(=O)C=1C(=NC=C(C1)Cl)OC)F N-(3-(2-(((1r,4r)-4-aminocyclohexyl)amino)quinazolin-6-yl)-2,4-difluorophenyl)-5-chloro-2-methoxypyridine-3-sulfonamide